ClC=1C=CC=C2C=CC=C(C12)C=1C=CC2C(=C(C(=NC2C1)OCC12CCCN2CCC1)CC#N)N1C[C@@H](N(CC1)C(C(=C)F)=O)CC#N 7-(8-chloronaphthalen-1-yl)-4-((S)-3-(cyanomethyl)-4-(2-fluoroacryloyl)piperazin-1-yl)-2-((tetrahydro-1H-pyrrolizin-7a(5H)-yl)methoxy)-4a,8a-dihydroquinoline-3-acetonitrile